O=C1NC(CCC1N1C(C2=CC=C(C=C2C1)CNC(=O)C=1OC2=C(C1C)C=CC=C2)=O)=O N-((2-(2,6-Dioxopiperidin-3-yl)-1-oxoisoindolin-5-yl)methyl)-3-methylbenzofuran-2-carboxamide